5-fluoro-1-(2-fluorobenzyl)-1H-pyrazolo[3,4-b]pyridine-3-carboxamide FC=1C=C2C(=NC1)N(N=C2C(=O)N)CC2=C(C=CC=C2)F